2,5,6-trihydroxybenzaldehyde OC1=C(C=O)C(=C(C=C1)O)O